Sodium acetone bisulfite S([O-])(O)=O.CC(=O)C.[Na+]